N1C(=NC(=C1)C(=O)O)C(=O)O.BrC1=C(C=C(C=C1)C(C)=O)C 1-(4-bromo-3-methyl-phenyl)ethanone Imidazoledicarboxylate